[NH4+].ClC1=CC(=C(C=C1)COC1=CC=NN1C1CCN(CC1)CC1=NC2=C(N1CC1=CN=CN1CC)C=C(C=C2)C(=O)[O-])F 2-[(4-{5-[(4-chloro-2-fluorophenyl)methoxy]-1H-pyrazol-1-yl}piperidin-1-yl)methyl]-1-[(1-ethyl-1H-imidazol-5-yl)methyl]-1H-benzimidazole-6-carboxylic acid, ammonium salt